C(C(=C)C)(=O)OCCCCCCOC1(CC=C(C=C1)C1=CC=CC=C1)C#N 6-4-cyanobiphenyl-4-oxy-hexyl methacrylate